CN1N=CC(=C1C)C1=NN=C(O1)C(=O)N1[C@@H](C2=C(CC1)NC=N2)C2=NN1C(C(=CC=C1)F)=C2 (S)-(5-(1,5-dimethyl-1H-pyrazol-4-yl)-1,3,4-oxadiazol-2-yl)(4-(4-fluoropyrazolo[1,5-a]pyridin-2-yl)-6,7-dihydro-1H-imidazo[4,5-c]pyridin-5(4H)-yl)methanone